C(=C\C1=CC=CC=C1)/C(CC(=O)OCC)CC(=O)OCC diethyl (E)-3-styrylglutarate